5-(1H-pyrrolo[2,3-b]-pyridin-3-yl)-1,2,3,6-tetrahydropyridine-3-carboxylic acid hydrochloride Cl.N1C=C(C=2C1=NC=CC2)C2=CC(CNC2)C(=O)O